CCCCP(=O)(CCCC)O Di-n-butylphosphinic acid